1-(5-bromo-2-(phenylamino)phenyl)ethan-1-one BrC=1C=CC(=C(C1)C(C)=O)NC1=CC=CC=C1